2-(7-amino-2-morpholinyloxazolo[4,5-g]quinolin-6-yl)propan-2-ol NC=1C(=NC=2C=C3C(=CC2C1)N=C(O3)N3CCOCC3)C(C)(C)O